1,2-dihexyl-sn-glycero-3-phosphorylcholine C(CCCCC)OC[C@@H](OCCCCCC)COP(=O)(O)OCC[N+](C)(C)C